1-[(2R,4R,5R)-5-{[(tert-butyldimethylsilyl)oxy]methyl}-5-(chloromethyl)-4-[(4-methoxyphenyl)diphenylmethoxy]oxolan-2-yl]-3H-pyrimidine-2,4-dione [Si](C)(C)(C(C)(C)C)OC[C@@]1([C@@H](C[C@@H](O1)N1C(NC(C=C1)=O)=O)OC(C1=CC=CC=C1)(C1=CC=CC=C1)C1=CC=C(C=C1)OC)CCl